(2S,3R,4R)-1-acetyl-4-((4-cyano-3-methylphenyl)amino)-2-cyclopropyl-3-methyl-1,2,3,4-tetrahydroquinoline-6-carboxamide C(C)(=O)N1[C@H]([C@@H]([C@H](C2=CC(=CC=C12)C(=O)N)NC1=CC(=C(C=C1)C#N)C)C)C1CC1